ClC1=CC=C2C(=CC(=NC2=C1)C1=CC=C(C#N)C=C1)C(=O)N1CCOCC1 4-(7-chloro-4-(morpholine-4-carbonyl)quinolin-2-yl)benzonitrile